C(CC)OC([C@@H](O)C)=O n-Propyl-L-Lactate